N-((S)-1-(((R)-1-(6-(4-((R)-2-(4-isobutylphenyl)propanamido)butyl)-4,8-dioxo-1,3,6,2-dioxazaborocan-2-yl)-3-methylbutyl)amino)-1-oxo-3-phenylpropan-2-yl)pyrazine-2-carboxamide C(C(C)C)C1=CC=C(C=C1)[C@H](C(=O)NCCCCN1CC(OB(OC(C1)=O)[C@H](CC(C)C)NC([C@H](CC1=CC=CC=C1)NC(=O)C1=NC=CN=C1)=O)=O)C